(6Z)-2-[(4Z)-Hept-4-en-1-yl]non-6-en-1-yl 6-(2-{[(6-{[(6Z)-2-[(4Z)-hept-4-en-1-yl]non-6-en-1-yl]oxy}-6-oxohexanoyl)oxy]methyl}-3-hydroxypropyl) hexanedioate C(CCCCC(=O)OCC(CO)COC(CCCCC(=O)OCC(CCC\C=C/CC)CCC\C=C/CC)=O)(=O)OCC(CCC\C=C/CC)CCC\C=C/CC